4,5-bis(p-tolyl)oxazol-2-amine C1(=CC=C(C=C1)C=1N=C(OC1C1=CC=C(C=C1)C)N)C